harmine HCl dihydrate O.O.Cl.C1(C)=NC=CC=2C3=CC=C(OC)C=C3NC12